ethyl (1R,4s)-4-((2-(((3S,4S)-3-fluorotetrahydro-2H-pyran-4-yl)amino)-5-nitropyrimidin-4-yl)amino)-1-methylcyclohexane-1-carboxylate F[C@@H]1COCC[C@@H]1NC1=NC=C(C(=N1)NC1CCC(CC1)(C(=O)OCC)C)[N+](=O)[O-]